CC[C@H](C)[C@@H](C(=O)N[C@@H](CC(C)C)C(=O)N[C@@H](C(C)C)C(=O)N[C@@H](CC1=CC=C(C=C1)O)C(=O)O)N The molecule is a tetrapeptide composed of L-isoleucine, L-leucine, L-valine and L-tyrosine joined in sequence by peptide linkages. It has a role as a metabolite. It derives from a L-isoleucine, a L-leucine, a L-valine and a L-tyrosine.